OC=1C(=NC=C(C1C)C=1C=C2C=CC=NC2=CC1)C(=O)NCC(=O)OCC ethyl 2-[[3-hydroxy-4-methyl-5-(6-quinolyl)pyridine-2-carbonyl]amino]acetate